FC1=CC=C(CNC(CCC2=NC=3C(=NC=CC3)N2CC=2SC=CC2)=O)C=C1 N-(4-Fluoro-benzyl)-3-(3-thiophen-2-ylmethyl-3H-imidazo[4,5-b]pyridin-2-yl)-propionamide